C(CCC)N1C(C2(C3=CC(=CC=C13)F)C(=CC=1C(OC3=C(C12)C=CC=C3)C3=CC=C(C=C3)C)C(=O)OC)=O methyl 1'-butyl-5'-fluoro-2'-oxo-4-(p-tolyl)-4H-spiro[cyclopenta[c]benzopyran-1,3'-indoline]-2-carboxylate